BrC=1C=C(C=NC1OC)CN(C(OC(C)(C)C)=O)CC tert-butyl ((5-bromo-6-methoxypyridin-3-yl)methyl)(ethyl)carbamate